Benzyldimethyltetradecyl-Ammonium Chloride [Cl-].C(C1=CC=CC=C1)[N+](CCCCCCCCCCCCCC)(C)C